N,N-bis[hydroxyethyl]glycine OCCN(CC(=O)O)CCO